10-Hydroxy-pentacosanoic acid OC(CCCCCCCCC(=O)O)CCCCCCCCCCCCCCC